2-(2-chloro-4-fluorophenyl)-N-[6-(3-fluoroanilino)pyridazin-4-yl]acetamide ClC1=C(C=CC(=C1)F)CC(=O)NC1=CN=NC(=C1)NC1=CC(=CC=C1)F